ClC=1C=C(C=C(C1)NC1C(NC(CC1)=O)=O)NC(CN1[C@H](CNCC1)C(F)(F)F)=O N-(3-chloro-5-((2,6-dioxopiperidin-3-yl)amino)phenyl)-2-((R)-2-(trifluoromethyl)piperazin-1-yl)acetamide